5-[(3S)-3-{[(3,5-difluorophenyl)methyl]carbamoyl}-3-hydroxy-2-oxopyrrolidin-1-yl]-1H-indole-2-carboxylic acid FC=1C=C(C=C(C1)F)CNC(=O)[C@@]1(C(N(CC1)C=1C=C2C=C(NC2=CC1)C(=O)O)=O)O